7-[(1-{2-[(dimethylamino)methyl]-6-[(7-{7-fluoroimidazo[1,2-a]pyridin-3-yl}-3-oxo-1,2-dihydroisoindol-4-yl)amino]pyridin-3-yl}-4-hydroxypiperidin-4-yl)methoxy]heptanoic acid CN(C)CC1=NC(=CC=C1N1CCC(CC1)(O)COCCCCCCC(=O)O)NC1=C2C(NCC2=C(C=C1)C1=CN=C2N1C=CC(=C2)F)=O